The molecule is the conjugate acid of 4-O-phosphohygromycin B having an anionic phosphate group and all three amino groups protonated; major species at pH 7.3. It is a conjugate acid of a 4-O-phosphohygromycin B. C[NH2+][C@H]1C[C@H]([C@@H]([C@H]([C@@H]1OP(=O)([O-])[O-])O[C@H]2[C@@H]3[C@H]([C@H]([C@H](O2)CO)O)O[C@@]4(O3)[C@@H]([C@H]([C@H]([C@H](O4)C(CO)[NH3+])O)O)O)O)[NH3+]